C1(=CC=CC=C1)C#CC1=CC=C(C=C1)C#CC1=CC=CC=C1 1,4-bis(phenylethynyl)-benzene